(2R,6R)-N-{2-[(4-chlorophenyl)methyl]-2-azaspiro[3.3]heptan-6-yl}-2,6-dimethyl-4-[5-(trifluoromethyl)pyrazin-2-yl]piperazine-1-carboxamide ClC1=CC=C(C=C1)CN1CC2(C1)CC(C2)NC(=O)N2[C@@H](CN(C[C@H]2C)C2=NC=C(N=C2)C(F)(F)F)C